2-(aminomethyl)-7-(5-fluoro-2-(((3S,4R)-3-hydroxytetrahydro-2H-pyran-4-yl)amino)pyrimidin-4-yl)-1-isopropylquinolin-4(1H)-one NCC=1N(C2=CC(=CC=C2C(C1)=O)C1=NC(=NC=C1F)N[C@H]1[C@@H](COCC1)O)C(C)C